N-(1-(6,7-dimethoxyquinazolin-4-yl)piperidin-4-yl)thiodiamide formate C(=O)[O-].COC=1C=C2C(=NC=NC2=CC1OC)N1CCC(CC1)[N-]S[NH-]